methyl (2R,7aS)-2-((3-iodobenzyl)oxy)tetrahydro-1H-pyrrolizine-7a(5H)-carboxylate IC=1C=C(CO[C@@H]2C[C@@]3(CCCN3C2)C(=O)OC)C=CC1